C(C)(C)(C)OC(=O)N1[C@@H](CCC1)C=1C=CC=C2CCNC(C12)CC1=NC(=CC=C1)C=1C=C2C(=NC1)NC=C2C (S)-2-(6-(3-methyl-1H-pyrrolo[2,3-b]pyridin-5-yl)-2-picolyl-1,2,3,4-tetrahydroisoquinolin-8-yl)pyrrolidine-1-carboxylic acid tert-butyl ester